O=C1NC(CCC1N1C(C2=C3C(C(=CC=C13)CC=1C=NN(C1)C1CCN(CC1)C(=O)OC(C)(C)C)=CC=C2)=O)=O tert-butyl 4-[4-[[1-(2,6-dioxo-3-piperidyl)-2-oxo-benzo[cd]indol-6-yl]methyl]pyrazol-1-yl]piperidine-1-carboxylate